C(C)N1OC[C@H](C1=O)NC(C1=C(C=CC=C1)C)=O N-[(4R)-2-ethyl-3-oxo-isoxazolidin-4-yl]-2-methylbenzamide